ClC1=C(C=C(C(=C1)OC=1C=CC2=CN(N=C2C1)C)Cl)NC=1C2=C(N=CN1)C=CC(=N2)OC2CCN(CC2)C(=O)OC(C)(C)C tert-butyl 4-((4-((2,5-dichloro-4-((2-methyl-2H-indazol-6-yl)oxy)phenyl)amino)pyrido[3,2-d]pyrimidin-6-yl)oxy)piperidine-1-carboxylate